N-(3-(3-Fluorophenyl)prop-2-yn-1-yl)-4-(4-methylpiperazin-1-yl)-1H-benzo[d]imidazole-1-carboxamide FC=1C=C(C=CC1)C#CCNC(=O)N1C=NC2=C1C=CC=C2N2CCN(CC2)C